FC(S(=O)(=O)OC1=NC(=NC=2C[C@@]3(CCC12)C(=C(C1=CC=CC=C13)C)F)SC)(F)F (R)-2-fluoro-3-methyl-2'-(methylthio)-5',8'-dihydro-6'H-spiro[indene-1,7'-quinazolin]-4'-yl trifluoromethanesulfonate